C(CCC)C=1C(=NC=CC1NC(CC1=CC=C2C(=NNC2=C1)C(C)C)=O)C(=O)N Butyl-4-[[2-(3-isopropyl-1H-indazol-6-yl)acetyl]amino]pyridine-2-carboxamide